C(#N)C1=CC(=NC=C1)N1C=C(C2=C1N=CN=C2N2C[C@H](N(C[C@@H]2C2CC2)C(=O)OC(C)(C)C)C)I tert-butyl (2R,5S)-4-(7-(4-cyanopyridin-2-yl)-5-iodo-7H-pyrrolo[2,3-d]pyrimidin-4-yl)-5-cyclopropyl-2-methylpiperazine-1-carboxylate